(3S,5S)-5-fluoro-1-(6-methylpyridin-3-yl)piperidin-3-amine F[C@H]1C[C@@H](CN(C1)C=1C=NC(=CC1)C)N